C1(=CC=CC=C1)[C@H]([C@H](N)C1=CC=CC=C1)N (1R,2R)-1,2-diphenyl-1,2-ethylenediamine